Tert-butylmethyl(2-thioureido-5-(trifluoromethyl)pyridin-3-yl)carbamate C(C)(C)(C)OC(N(C=1C(=NC=C(C1)C(F)(F)F)NC(=S)N)C)=O